methyl (1-(6-(3,4-difluorophenyl)-4-formylpyridin-3-yl)-3-(pyridin-2-yl)piperidin-3-yl)carbamate FC=1C=C(C=CC1F)C1=CC(=C(C=N1)N1CC(CCC1)(C1=NC=CC=C1)NC(OC)=O)C=O